C1(=CC=CC=C1)P(C1=CC=CC=C1)C1=CC=CC=C1 tri-phenyl-phosphine